BrC1=CC=C(C2=C1N(N=N2)C(C)C2=CC=C(C=C2)OC(F)(F)F)Cl 7-bromo-4-chloro-1-(1-(4-(trifluoromethoxy)phenyl)ethyl)-1H-benzo[d][1,2,3]triazole